C(=O)(C=C)C(=CC=C)[N+](=O)[O-] Acryl-Nitrylbutadien